bis(methylcyclopentadienyl)bis[2,6-difluoro-3-(N-ethylacetamido)phenyl]titanium CC1(C=CC=C1)[Ti](C1=C(C(=CC=C1F)N(C(C)=O)CC)F)(C1=C(C(=CC=C1F)N(C(C)=O)CC)F)C1(C=CC=C1)C